6-{[2-(1-methylpyrazol-4-yl)-4-pyridyl]oxy}-3-[2-oxo-2-(3-pyridyl)ethyl]quinazolin-4-one CN1N=CC(=C1)C1=NC=CC(=C1)OC=1C=C2C(N(C=NC2=CC1)CC(C=1C=NC=CC1)=O)=O